2-(ethoxymethyl)-7-fluoro-5H-benzo[d]pyrazolo[5,1-b][1,3]oxazin-5-imine C(C)OCC1=NN2C(OC(C3=C2C=CC(=C3)F)=N)=C1